dimethyl 3-[5-benzyloxy-1-(4-fluoro-3-methyl-phenyl)-2-tetrahydropyran-4-yl-indol-3-yl]cyclobutane-1,1-dicarboxylate C(C1=CC=CC=C1)OC=1C=C2C(=C(N(C2=CC1)C1=CC(=C(C=C1)F)C)C1CCOCC1)C1CC(C1)(C(=O)OC)C(=O)OC